7-((3R,5S)-1-acryloyl-5-ethylpyrrolidin-3-yl)-4-amino-N-((R)-1-phenylethyl)-6-(prop-1-yn-1-yl)-7H-pyrrolo[2,3-d]pyrimidine-5-carboxamide C(C=C)(=O)N1C[C@@H](C[C@@H]1CC)N1C(=C(C2=C1N=CN=C2N)C(=O)N[C@H](C)C2=CC=CC=C2)C#CC